CC(C)(C)OC(=O)NC=1SC(=CN1)C(=O)O 2-[(2-methylpropan-2-yl)oxycarbonylamino]-1,3-thiazole-5-carboxylic acid